Azaindolizine N=1C=CN2C=CC=CC12